ON=C(C1=CC=C(C=C1)I)N N'-hydroxy-4-iodobenzimidamide